N'-(trifluoroacetyl)[biphenyl]-4-carbohydrazide FC(C(=O)NNC(=O)C1=CC=C(C=C1)C1=CC=CC=C1)(F)F